CC=1N=C2N(C=C(C=C2C)NC(=O)N2CCC=3C2=NC=CC3N3CC(NCC3)(C)C)C1 N-(2,8-dimethylimidazo[1,2-a]pyridin-6-yl)-4-(3,3-dimethylpiperazin-1-yl)-2,3-dihydro-1H-pyrrolo[2,3-b]pyridine-1-carboxamide